FC(CN1CC(NCC1)C=1C=CC(=NC1)C(=O)[O-])F 5-(4-(2,2-difluoroethyl)piperazin-2-yl)pyridine-2-carboxylate